C(CCCCC(=O)OCCCCCCC)(=O)OCC(COC(CC(CCCCC)CCCCC)=O)(COC(CC(CCCCC)CCCCC)=O)COC(CCN(C)C)=O 2-{[(N,N-Dimethyl-beta-alanyl)oxy]methyl}-3-[(3-pentyloctanoyl)oxy]-2-{[(3-pentyloctanoyl)oxy]methyl}propyl heptyl hexanedioate